2-(1H-pyrazol-1-yl)ethan-1-one N1(N=CC=C1)CC=O